gamma-Acryloyloxypropyltrimethoxysilane C(C=C)(=O)OCCC[Si](OC)(OC)OC